4-(4-((4-(difluoromethylsulfonamido)benzyl)oxy)phenyl)-N-(3-phenoxypropyl)-1H-imidazole-1-carboxamide FC(S(=O)(=O)NC1=CC=C(COC2=CC=C(C=C2)C=2N=CN(C2)C(=O)NCCCOC2=CC=CC=C2)C=C1)F